[Br-].C(CCCCCCC)N1CN(C=C1)C L-1-octyl-3-methyl-imidazole bromide